oxete O1CC=C1